CC=1SC(=C(N1)C(=O)N1C2CC(CC1COC=1N=CC3=C(N1)N(C=C3)C)C2)C2=CC=CC=C2 2-(2-methyl-5-phenyl-1,3-thiazole-4-carbonyl)-3-[({7-methyl-7H-pyrrolo[2,3-d]pyrimidin-2-yl}oxy)methyl]-2-azabicyclo[3.1.1]heptane